(S)-2-acetamido-3-phenylpropionic acid C(C)(=O)N[C@H](C(=O)O)CC1=CC=CC=C1